CC1=C(C=CC=C1COC=1C=CC2=C(N(CNC2)C)N1)C1=C(C=CC=C1)C 7-((2,2'-Dimethyl-[1,1'-biphenyl]-3-yl)methoxy)-1-methyl-1,2,3,4-tetrahydropyrido[2,3-d]pyrimidine